n-octylbis(2,6-di-tert-butyl-4-methylphenoxy)aluminum C(CCCCCCC)[Al](OC1=C(C=C(C=C1C(C)(C)C)C)C(C)(C)C)OC1=C(C=C(C=C1C(C)(C)C)C)C(C)(C)C